1-(tert-butyl) 3-methyl (5R)-2-oxo-5-(trifluoromethyl)piperidine-1,3-dicarboxylate O=C1N(C[C@@H](CC1C(=O)OC)C(F)(F)F)C(=O)OC(C)(C)C